2-[2-[(5-methylthiazolo[4,5-c]pyridin-5-ium-2-yl)methylcarbamoyl]indan-2-yl]acetate C[N+]1=CC2=C(C=C1)SC(=N2)CNC(=O)C2(CC1=CC=CC=C1C2)CC(=O)[O-]